C(C=1C(C(=O)OC2(CCCC2)C)=CC=CC1)(=O)OC1(CCCC1)C bis(methylcyclopentyl) phthalate